anti-guanosine [C@@H]1([C@H](O)[C@H](O)[C@@H](CO)O1)N1C=NC=2C(=O)NC(N)=NC12